[3-(tert-butylamino)-1,1-dimethyl-3-oxo-propyl]-4-[[2-(5-chloro-2-hydroxy-phenyl)acetyl]amino]pyridine-2-carboxamide C(C)(C)(C)NC(CC(C)(C)C=1C(=NC=CC1NC(CC1=C(C=CC(=C1)Cl)O)=O)C(=O)N)=O